C(C)(C)(C)OC(C1=CC=C(C=C1)OCCCCCCCCCC(=O)O)=O 4-(9-carboxynonyloxy)benzoic acid tert-butyl ester